C1(CCCC1)CSC=1C(=NC=CC1)C#N 3-((Cyclopentylmethyl)sulfanyl)pyridine-2-carbonitrile